(2-thienylcarbonyl)-benzotriazole S1C(=CC=C1)C(=O)C1=CC=CC=2NN=NC21